N-(2-aminoethyl)-3-aminopropylmethyl-dimethoxysilane methyl-4-(3,6-difluoro-2-methylphenyl)-5-[4-(8-hydroxyoct-1-yn-1-yl)benzoyl]-1-methylpyrrole-3-carboxylate COC(=O)C1=CN(C(=C1C1=C(C(=CC=C1F)F)C)C(C1=CC=C(C=C1)C#CCCCCCCO)=O)C.NCCNCCC[Si](OC)(OC)C